C(C)(C)(C)OC(=O)NCCCNC(CCC1=CC=C(CS=C(C)O)C=C1)=O.COC=1C=CC=2N(C3=CC=C(C=C3C2C1)OC)C1=CC=C(C=C1)C=1C=CC=2N(C3=CC=C(C=C3C2C1)C1=CC=C(C=C1)N1C2=CC=C(C=C2C=2C=C(C=CC12)OC)OC)C1=CC=C(C=C1)N1C2=CC=C(C=C2C=2C=C(C=CC12)C1=CC=C(C=C1)N1C2=CC=C(C=C2C=2C=C(C=CC12)OC)OC)C1=CC=C(C=C1)N1C2=CC=C(C=C2C=2C=C(C=CC12)OC)OC 1,4-bis(3,6-bis(4-(3,6-dimethoxy-9H-carbazole-9-yl)phenyl)-9H-carbazole-9-yl)benzene S-(4-(3-((3-((tert-butoxycarbonyl)amino)propyl)amino)-3-oxopropyl)benzyl)ethanethioate